(3S,4S)-8-(3-((2-chloro-3-(1-ethyl-1H-pyrazole-3-yl)phenyl)mercapto)-tetrazine-6-yl)-3-methyl-2-oxa-8-azaspiro[4.5]decane-4-amine ClC1=C(C=CC=C1C1=NN(C=C1)CC)SN1NN=C(C=N1)N1CCC2([C@@H]([C@@H](OC2)C)N)CC1